C(C)(C)(C)OC(=O)N1CC([C@@H](C1)OS(=O)(=O)C)=C (S)-3-methylene-4-((methylsulfonyl)oxy)pyrrolidine-1-carboxylic acid tert-butyl ester